C(C=C)(=O)OCCCCCCCC[Si](OC)(OC)C acryloyloxyoctyl-methyldimethoxysilane